N2-(3-((1-cyclopropylpyrrolidin-3-yl)methoxy)-4-methoxyphenyl)-N4-methylpyrimidine-2,4-diamine C1(CC1)N1CC(CC1)COC=1C=C(C=CC1OC)NC1=NC=CC(=N1)NC